methyl N-[5-[6-[4-(4-fluorophenyl)-1,2,4-triazol-3-yl]imidazo[1,2-a]pyridin-3-yl]-2-pyridyl]carbamate FC1=CC=C(C=C1)N1C(=NN=C1)C=1C=CC=2N(C1)C(=CN2)C=2C=CC(=NC2)NC(OC)=O